tert-Butyl ((R)-1-(6-chloro-7-((S)-1-(1,3-dioxoisoindolin-2-yl)-2-methoxyethyl)imidazo[1,2-b]pyridazinyl)-2-((1,1,1-trifluoro-2-methylpropan-2-yl)oxy)ethyl)carbamate ClC=1C(=CC=2N(N1)C=C(N2)[C@H](COC(C(F)(F)F)(C)C)NC(OC(C)(C)C)=O)[C@@H](COC)N2C(C1=CC=CC=C1C2=O)=O